Cl.N[C@H](CO)C=1C=C(C(=O)OC)C=CC1 methyl 3-((1S)-1-amino-2-hydroxyethyl)benzoate HCl salt